C(#N)[C@H](C[C@H]1C(NCCC1)=O)NC(=O)[C@H]1N([C@@H]2CC([C@H]1CC2)(F)F)C(=O)C2(C1=CC(=CC=C1C=1C=CC(=CC21)Cl)Cl)O (1S,3S,4S)-N-[(1S)-1-Cyano-2-[(3S)-2-oxo-3-piperidyl]ethyl]-2-(2,7-dichloro-9-hydroxy-fluorene-9-carbonyl)-5,5-difluoro-2-azabicyclo[2.2.2]octane-3-carboxamide